N-(2-trifluoromethyl-4-chlorophenyl)-2-oxocyclohexylsulfamide FC(C1=C(C=CC(=C1)Cl)N(S(=O)(=O)N)C1C(CCCC1)=O)(F)F